O[C@H]1CN(CC[C@H]1O)C(=O)C=1C2=C(N(N1)CC(=O)N1CCN(CC1)C1=C(C(=CC=C1)C)C)CCC2 2-{3-[(3S,4R)-3,4-dihydroxypiperidine-1-carbonyl]-5,6-dihydrocyclopenta[c]pyrazol-1(4H)-yl}-1-[4-(2,3-dimethylphenyl)piperazin-1-yl]ethan-1-one